BrC=1C=C(C=CC1OC[C@@H](CCl)O)C(C)(C)C1=CC=C(OC[C@@H](CN2CCOCC2)O)C=C1 (R)-1-(4-(2-(3-bromo-4-((S)-3-chloro-2-hydroxypropoxy)phenyl)propan-2-yl)phenoxy)-3-morpholinopropan-2-ol